C1(CCCC1)COC1=CC=C2C=C(NC2=C1)CNC(=O)C1(CC1)C N-((6-(cyclopentylmethoxy)-1H-indol-2-yl)methyl)-1-methylcyclopropane-1-carboxamide